dithio-dianiline N(C1=CC=CC=C1)SSNC1=CC=CC=C1